(E)-4-(2-(pyrimidin-5-yl)vinyl)benzoic acid N1=CN=CC(=C1)/C=C/C1=CC=C(C(=O)O)C=C1